OC1CC(N(C1)C(=O)NC1=CC=C(C=C1)[N+](=O)[O-])C(=O)N 4-hydroxy-N1-(4-nitrophenyl)Pyrrolidine-1,2-dicarboxamide